(E)-2-butene-1,4-diol C(\C=C\CO)O